ClC1=CC=C(C(=N1)C)NC(C)=O N-(6-chloro-2-methylpyridin-3-yl)acetamide